4-azido-4'-dimethylaminocinnamylideneacetophenone N(=[N+]=[N-])C1=CC=C(C=CC=CC(=O)C2=CC=C(C=C2)N(C)C)C=C1